2'-(azepane-1-carbonyl)-5'-chloro-7',8'-dihydro-6'H-spiro[cyclohexane-1,9'-furo[2,3-f]quinazoline]-7'-one N1(CCCCCC1)C(=O)C1=CC=2C(=C3C4(NC(NC3=C(C2)Cl)=O)CCCCC4)O1